[Zn].[Pb].[Fe].[Sn] tin-iron-lead-zinc